FC(C1=NN=C(O1)C1=CC(=C(CN2N=C(N=N2)C2=CC=C(CN(C)CC3=CC=NC=C3)C=C2)C(=C1)F)F)F N-(4-(2-(4-(5-(difluoromethyl)-1,3,4-oxadiazol-2-yl)-2,6-difluorobenzyl)-2H-tetrazol-5-yl)benzyl)-N-methyl-1-(pyridin-4-yl)methylamine